(S)-N-(7-bromoimidazo[1,2-a]pyridin-2-yl)-1-cyanopyrrolidine-3-carboxamide BrC1=CC=2N(C=C1)C=C(N2)NC(=O)[C@@H]2CN(CC2)C#N